N[C@H](C(C)C)C(=O)O[C@@H]1[C@H](O[C@@]([C@@H]1O)(C#N)C1=CC=C2C(=NC=NN21)NC(C(C)(C)OCCCC)=O)COC(CC2CCCC2)=O (2R,3S,4R,5R)-5-(4-(2-butoxy-2-methylpropanamido)pyrrolo[2,1-f][1,2,4]triazin-7-yl)-5-cyano-2-((2-cyclopentylacetoxy)methyl)-4-hydroxytetrahydrofuran-3-yl D-valinate